FC1=CC=C(C=C1)C(CC)C=1N=C(C2=C(N1)OC(=C2C(=O)N)C)NC2(CC2)C [1-(4-fluorophenyl)propyl]-6-methyl-4-[(1-methylcyclopropyl)amino]furo[2,3-d]pyrimidine-5-carboxamide